3-fluoropyridinecarbonitrile FC=1C(=NC=CC1)C#N